(2S,4S)-2-cyano-4-fluoropyrrolidine C(#N)[C@H]1NC[C@H](C1)F